Ethyl (6-(([1,1'-biphenyl]-4-ylmethyl)amino)-2-aminopyridin-3-yl)carbamate C1(=CC=C(C=C1)CNC1=CC=C(C(=N1)N)NC(OCC)=O)C1=CC=CC=C1